C(CCC)(=O)OCCCCCCCCCC(=O)N[C@H](C(=O)N1[C@@H](C[C@H](C1)O)C(N[C@H](C)C1=CC=C(C=C1)C1=C(N=CS1)C)=O)C(C)(C)C (10-(((S)-1-((2S,4R)-4-hydroxy-2-(((R)-1-(4-(4-methylthiazol-5-yl) phenyl) ethyl) carbamoyl) pyrrolidin-1-yl)-3,3-dimethyl-1-oxobutan-2-yl) amino)-10-oxodecyl) butanoate